CC=1C=CC=2N(C3=CC=CC=C3C2C1)C1=CC=C(C=C1)C1=C(C(=C(C(=C1C1=CC=NC=C1)C1=CC=C(C=C1)N1C2=CC=CC=C2C=2C=C(C=CC12)C)C1=NC(=CC=C1)C)C1=CC=C(C=C1)N1C2=CC=CC=C2C=2C=C(C=CC12)C)C1=CC=C(C=C1)N1C2=CC=CC=C2C=2C=C(C=CC12)C 3-methyl-9-{4-[4'-(3-methyl-9H-carbazol-9-yl)-4,6-bis[4-(3-methyl-9H-carbazol-9-yl)phenyl]-5-(6-methylpyridin-2-yl)-3-(pyridin-4-yl)-[1,1'-biphenyl]-2-yl]phenyl}-9H-carbazole